(R)-1-N-Boc-2-methylpiperazine C(=O)(OC(C)(C)C)N1[C@@H](CNCC1)C